1-fluoro-1-(3-fluorobenzofuran-5-yl)propan-2-amine FC(C(C)N)C=1C=CC2=C(C(=CO2)F)C1